4-phenylene bis(4-(oct-7-ene-1-oxy) benzoate) C(CCCCCC=C)OC1=CC=C(C(=O)OC2=C(C=CC=C2)OC(C2=CC=C(C=C2)OCCCCCCC=C)=O)C=C1